fluoromethyl bromide FCBr